C(C1=CC=[N+](C=C1)[O-])(=O)O isonicotinic acid-N-oxide